C(C)OC(=O)C1=C2C(=NC(=C1C#N)O)C(CC2)C 3-cyano-2-hydroxy-7-methyl-6,7-dihydro-5H-cyclopenta[b]pyridine-4-carboxylic acid ethyl ester